phenol-13C6 [13C]1(=[13CH][13CH]=[13CH][13CH]=[13CH]1)O